5-bromo-2,4-dihydro-1H-3,1-benzoxazine-2,4-dione BrC1=CC=CC2=C1C(OC(N2)=O)=O